2-(4-(6-((6-amino-2-(difluoromethyl)pyrimidin-4-yl)amino)-4-methoxypyridin-3-yl)-1H-pyrazol-1-yl)-2-methylpropan-1-ol NC1=CC(=NC(=N1)C(F)F)NC1=CC(=C(C=N1)C=1C=NN(C1)C(CO)(C)C)OC